C(C)OC(=O)[C@@]1(C[C@H](C(C1)=O)NC(=O)OC(C)(C)C)CC1=CC(=CC=C1)C1=NC=C(C=N1)F |o1:5,7| (1R*,3R*)-3-((tert-butoxycarbonyl)amino)-1-(3-(5-fluoropyrimidin-2-yl)benzyl)-4-oxocyclopentane-1-carboxylic acid ethyl ester